CN1CCN(CC1)CC=CC(=O)N 4-(4-methylpiperazin-1-yl)but-2-enamide